(3S,5R,8S)-2-(3,8-dimethyl-5-prop-1-en-2-yl-3,4,5,6,7,8-hexahydro-1(2H)-azulenylidene)hydrazinecarboxamide C[C@H]1CC(C=2[C@H](CC[C@H](CC12)C(=C)C)C)=NNC(=O)N